1-bromo-7,8-dihydronaphthalene BrC1=CC=CC=2C=CCCC12